IC1=NN(C2=NC(=CN=C21)N2CC1(CN(C1)C1=NC(=NC(=C1)C(F)(F)F)C)CC2)C2OCCCC2 3-iodo-6-(2-(2-methyl-6-(trifluoromethyl)pyrimidin-4-yl)-2,6-diazaspiro[3.4]octan-6-yl)-1-(tetrahydro-2H-pyran-2-yl)-1H-pyrazolo[3,4-b]pyrazine